ClC1=CC(=C(S1)C1=CC=C(C(=N1)C)O[C@@H]1C[C@H](CCC1)C(=O)OC)COC(N(C)CCCCF)=O methyl (1S,3S)-3-((6-(5-chloro-3-((((4-fluorobutyl)(methyl)carbamoyl)oxy)methyl)thiophen-2-yl)-2-methylpyridin-3-yl)oxy)cyclohexane-1-carboxylate